methyl (S)-2-((2R,3S)-1-Benzhydryl-2-methylazetidin-3-yl)-2-(methylsulfonyl)acetate C(C1=CC=CC=C1)(C1=CC=CC=C1)N1[C@@H]([C@H](C1)[C@@H](C(=O)OC)S(=O)(=O)C)C